BrC1=C(C=C(C=C1)NC(C(=C)F)=O)F N-(4-bromo-3-fluorophenyl)-2-fluoroacrylamide